N-(p-toluenesulfonyl)-N'-phenyl-p-phenylenediamine CC1=CC=C(C=C1)S(=O)(=O)NC1=CC=C(C=C1)NC1=CC=CC=C1